C(C)C(C=C)C=C 3-ethyl-1,4-pentadiene